CN[C@@H](CC(=O)O)C(N1CCCC1)=O (3S)-3-(Methylamino)-4-oxo-4-pyrrolidin-1-yl-butanoic acid